N-[2-amino-5-(4-fluorophenyl)phenyl]-4-[(5-fluoro-2-pyridyl)sulfonyl]benzamide NC1=C(C=C(C=C1)C1=CC=C(C=C1)F)NC(C1=CC=C(C=C1)S(=O)(=O)C1=NC=C(C=C1)F)=O